5-(bromomethyl)-1-[4-(trifluoromethyl)phenyl]pyridin-2-one 4-epoxycyclohexylmethyl-(3,4-epoxycyclohexanecarboxylate) C12C(CC(CC1)COC(=O)C1CC3C(CC1)O3)O2.BrCC=2C=CC(N(C2)C2=CC=C(C=C2)C(F)(F)F)=O